N-(4-((4-methyl-6-(methylsulfonyl)pyridin-2-yl)amino)-5-(pyrazolo[1,5-a]pyrazin-2-yl)pyridin-2-yl)acetamide CC1=CC(=NC(=C1)S(=O)(=O)C)NC1=CC(=NC=C1C1=NN2C(C=NC=C2)=C1)NC(C)=O